N-(4-amino-1H-pyrazolo[4,3-c]pyridin-7-yl)-N'-methyl-N'-[(1S)-1-[5-(trifluoromethyl)-2-pyridyl]ethyl]oxamide NC1=NC=C(C2=C1C=NN2)NC(=O)C(=O)N([C@@H](C)C2=NC=C(C=C2)C(F)(F)F)C